O=C1N(CC2=NC(=CC=C21)NCC2=C(C(=C(C=C2)F)F)F)CCNC(C)=O N-(2-(5-oxo-2-((2,3,4-trifluorobenzyl)amino)-5,7-dihydro-6H-pyrrolo[3,4-b]pyridin-6-yl)ethyl)acetamide